N(=[N+]=[N-])CCOCCNC=1N=[N+](C2=C([N+]1[O-])C=CC=C2)[O-] 3-(2-(2-azidoethoxy)ethyl)amino-1,2,4-benzotriazine 1,4-dioxide